tert-butyl 4-(1,1-difluoroethyl)-2-oxo-piperidine-1-carboxylate FC(C)(F)C1CC(N(CC1)C(=O)OC(C)(C)C)=O